ClC1=NC=C(C(=N1)C=1C=C2N(CC(NC2=O)C)C1)F 7-(2-chloro-5-fluoropyrimidin-4-yl)-3-methyl-3,4-dihydropyrrolo[1,2-a]pyrazin-1(2H)-one